C(C)(C)(C)S(=O)N1[C@H]([C@H]1C1CC1)C(=O)O (2R,3R)-1-(tert-butylsulfinyl)-3-cyclopropylaziridine-2-carboxylic acid